The molecule is a W-molybdopterin cofactor comprising two molecules of molybdopterin guanine dinucleotide attached via their sulfur atoms to a central tungsten atom. It is a molybdopterin dinucleotide and a W-molybdopterin cofactor. It is a conjugate acid of a tungsten-bis(molybdopterin guanine dinucleotide)(4-). C1=NC2=C(N1[C@H]3[C@@H]([C@@H]([C@H](O3)COP(=O)(O)OP(=O)(O)OCC4C(=C(C5C(O4)NC6=C(N5)C(=O)NC(=N6)N)[S-])[S-])O)O)N=C(NC2=O)N.C1=NC2=C(N1[C@H]3[C@@H]([C@@H]([C@H](O3)COP(=O)(O)OP(=O)(O)OCC4C(=C(C5C(O4)NC6=C(N5)C(=O)NC(=N6)N)[S-])[S-])O)O)N=C(NC2=O)N.[W]